C(C1=CC=CC=C1)(=O)C1C2=C(SC1(C)CC13C(OC=4C=CC=CC4C1=O)O3)C=CC=C2 7a-((3-benzoyl-2-methyl-2,3-dihydrobenzo[b]thiophen-2-yl)methyl)-1a,7a-dihydro-7H-oxireno[2,3-b]chromen-7-one